(R)-methyl 3-((2-(5-fluoro-1-tosyl-1H-pyrrolo[2,3-b]pyridin-3-yl)-7-isopropyl-7H-pyrrolo[2,3-d]pyrimidin-4-yl)amino)-4,4-dimethylpentanoate FC=1C=C2C(=NC1)N(C=C2C=2N=C(C1=C(N2)N(C=C1)C(C)C)N[C@H](CC(=O)OC)C(C)(C)C)S(=O)(=O)C1=CC=C(C)C=C1